methylbistrimethylsiloxysilane C[SiH](O[Si](C)(C)C)O[Si](C)(C)C